(2-methoxy-5-(4-(trifluoromethyl)phenoxy)phenyl)-1-methyl-6-oxopiperazine-2-carboxamide COC1=C(C=C(C=C1)OC1=CC=C(C=C1)C(F)(F)F)C1(N(C(CNC1)=O)C)C(=O)N